C(CCC(=O)OCCOC(=O)OCCl)(=O)OC(C)(C)C tert-butyl 2-{[(chloromethoxy)carbonyl]oxy}ethyl butanedioate